4-Cyclopropyl-N-((1S)-2-((4-(cyclopropyl(4,4,4-trifluorobutanamido)methyl)pyridin-2-yl)amino)-1-(4,4-difluorocyclohexyl)-2-oxoethyl)-1,2,5-oxadiazole-3-carboxamide C1(CC1)C=1C(=NON1)C(=O)N[C@H](C(=O)NC1=NC=CC(=C1)C(NC(CCC(F)(F)F)=O)C1CC1)C1CCC(CC1)(F)F